1-(thiophen-3-ylsulfonyl)-N-(benzo[d]thiazol-5-yl)-piperidine-4-carboxamide S1C=C(C=C1)S(=O)(=O)N1CCC(CC1)C(=O)NC=1C=CC2=C(N=CS2)C1